N-(2-Aminophenyl)-1-(phenylsulfonyl)-5-(3-(4-(prop-2-yn-1-yl)piperazin-1-yl)propoxy)-1H-indole-2-carboxamide NC1=C(C=CC=C1)NC(=O)C=1N(C2=CC=C(C=C2C1)OCCCN1CCN(CC1)CC#C)S(=O)(=O)C1=CC=CC=C1